(2R,4R)-6-chloro-7-fluoro-4-hydroxy-N-[3-(6-methoxy-2H-indazol-2-yl)bicyclo[1.1.1]pentan-1-yl]-3,4-dihydro-2H-1-benzopyran-2-carboxamide ClC=1C(=CC2=C([C@@H](C[C@@H](O2)C(=O)NC23CC(C2)(C3)N3N=C2C=C(C=CC2=C3)OC)O)C1)F